C1(=CC=CC=C1)S(=O)(=O)C1=C(C=CC=C1)S(=O)(=O)[K] benzenesulfonyl-phenylsulfonyl-potassium